OC1=CC=C(C=C1)C1(NCC2=C3C(=CC=C12)C=CC=C3)C3=CC=C(C=C3)O 3,3-bis(4-hydroxyphenyl)-2-benzisoindoline